6-(2-chlorophenyl)-2-((4-((S)-3,4-dimethylpiperazin-1-yl)-3-methylphenyl)amino)-5-methyl-8-((S)-1-propylpiperidin-3-yl)pyrido[2,3-d]pyrimidin-7(8H)-one ClC1=C(C=CC=C1)C1=C(C2=C(N=C(N=C2)NC2=CC(=C(C=C2)N2C[C@@H](N(CC2)C)C)C)N(C1=O)[C@@H]1CN(CCC1)CCC)C